1,5-dicyanopyridine C(#N)N1CC=CC(=C1)C#N